O=C1NC(CCC1NC1=CC(=C(C(=C1)F)N1CCN(CC1)CC=1C=CC(=NC1)CCNC(OC(C)(C)C)=O)F)=O tert-butyl (2-(5-((4-(4-((2,6-dioxopiperidin-3-yl)amino)-2,6-difluorophenyl)piperazin-1-yl)methyl)pyridin-2-yl)ethyl)carbamate